COC1=C(C=C2CNC(C2=C1)=O)B1OC(C(O1)(C)C)(C)C 6-methoxy-5-(4,4,5,5-tetramethyl-1,3,2-dioxaborolan-2-yl)-2,3-dihydroisoindol-1-one